CC1=CC=C(C=C1)S(=O)(=O)NC=1C=CC=C2CCC(OC12)C(=O)NOC1OCCCC1 8-((4-methylphenyl)sulfonamido)-N-((tetrahydro-2H-pyran-2-yl)oxy)chromane-2-carboxamide